[In].CC(C)(C(CC(C(C)(C)C)=O)=O)C.CC(C)(C(CC(C(C)(C)C)=O)=O)C.CC(C)(C(CC(C(C)(C)C)=O)=O)C tris(2,2,6,6-tetramethyl-3,5-heptanedione) indium